C(CCCCCCCCCCCCCCC)(=O)OC[C@@H](OC(CCCCCCCCCCCCCCC)=O)COP(=O)(O)OC[C@H](N)C(=O)O 1,2-Dipalmitoyl-sn-glycero-3-phospho-L-serine